BrC1=C(C=CC=C1)SCCCOC1OCCCC1 (3-((2-bromophenyl)thio)propoxy)tetrahydro-2H-pyran